ClC=1C=C(C(=NC1)CN1C(C2=CC(=CC(=C2[C@]1(OCCO)C1=CC=C(C=C1)Cl)F)C(CC)(C=1N=CN(C1)C)O)=O)OC (3R)-2-[(5-Chloro-3-methoxypyridin-2-yl)methyl]-3-(4-chlorophenyl)-4-fluoro-6-[1-hydroxy-1-(1-methyl-1H-imidazol-4-yl)propyl]-3-(2-hydroxyethoxy)-2,3-dihydro-1H-isoindol-1-on